4-oxo-2-phenyl-4-(thiophen-2-yl)butyronitrile O=C(CC(C#N)C1=CC=CC=C1)C=1SC=CC1